N-[2-chloro-4-(trifluoromethyl)phenyl][2-(1-benzofuran-3-yl)-6-ethyl-5-{4-[(5-hydroxy-6-methyl-4-pyrimidinyl)carbonyl]-1-piperazinyl}-4-oxo-1,3,3a,7-tetraaza-7-indenyl]acetamide ClC1=C(C=CC(=C1)C(F)(F)F)NC(CN1C(=C(C(N2N=C(N=C12)C1=COC2=C1C=CC=C2)=O)N2CCN(CC2)C(=O)C2=NC=NC(=C2O)C)CC)=O